2-((S)-1-acryloyl-4-(2-(((S)-1-methylpyrrolidin-2-yl)methoxy)-6-(naphthalen-1-ylmethyl)-6,7-dihydro-5H-pyrrolo[3,4-d]pyrimidin-4-yl)piperazin-2-yl)acetonitrile C(C=C)(=O)N1[C@H](CN(CC1)C=1C2=C(N=C(N1)OC[C@H]1N(CCC1)C)CN(C2)CC2=CC=CC1=CC=CC=C21)CC#N